N-(2-cyclobutyl-1-oxoisoindolin-4-yl)-3-(pyrazin-2-ylethynyl)benzenesulfonamide 4-oxo-cyclohexanecarboxylate O=C1CCC(CC1)C(=O)O.C1(CCC1)N1C(C2=CC=CC(=C2C1)NS(=O)(=O)C1=CC(=CC=C1)C#CC1=NC=CN=C1)=O